C(C)(C)(C)OC(=O)N(C1=NC=C(C=C1S(=O)(=O)CC)C1(CC1)C#N)CC=1SC(=CC1C(=O)OCC)C(F)(F)F ethyl 2-[[tert-butoxycarbonyl-[5-(1-cyanocyclopropyl)-3-ethylsulfonyl-2-pyridyl]amino]methyl]-5-(trifluoromethyl)thiophene-3-carboxylate